3-[tert-butyl(dimethyl)silyl]oxy-2,2-difluoro-propan-1-ol [Si](C)(C)(C(C)(C)C)OCC(CO)(F)F